1-(3-chloro-2-fluorophenyl)phenanthren-2-ol ClC=1C(=C(C=CC1)C1=C(C=CC=2C3=CC=CC=C3C=CC12)O)F